[S+]1=CSC(=C1)[O-] 1,3-Dithiolium-4-olate